C(CCC\C=C/C\C=C/C\C=C/C\C=C/CCCCC)(=O)C(C(=O)O)CC\C=C/C\C=C/C\C=C/C\C=C/CCCCC Arachidonoyl-(arachidonic acid)